OCCC1CC1 1-(2-hydroxyethyl)cyclopropane